BrC1=C(C=CC=C1)C1=C(C=CC=C1C)C 2'-bromo-2,6-dimethyl-1,1'-biphenyl